ClC1=C2CCN(C(C2=C(C=C1)OCC=1N=NN(C1C(F)F)C)CN1C(CCC1)=O)C(=O)OC(=O)C1(CCCCC1)C (5-chloro-8-((5-(difluoromethyl)-1-methyl-1H-1,2,3-triazol-4-yl) methoxy)-1-((2-oxopyrrolidin-1-yl) methyl)-1,2,3,4-tetrahydroisoquinoline-2-carbonyl)-1-methylcyclohexane-1-carboxylate